(2R,6S)-N-{2-benzyl-2-azaspiro[3.3]heptan-6-yl}-4-(6-methoxyquinoxalin-2-yl)-2,6-dimethylpiperazine-1-carboxamide C(C1=CC=CC=C1)N1CC2(C1)CC(C2)NC(=O)N2[C@@H](CN(C[C@@H]2C)C2=NC1=CC=C(C=C1N=C2)OC)C